2,4,6-trimethyl-2-eicosenoic acid CC(C(=O)O)=CC(CC(CCCCCCCCCCCCCC)C)C